COC(CC1=NC(=NC=C1)C)=O 2-methylpyrimidine-4-acetic acid methyl ester